C(C)C(CP(OCCCC)=O)CCCC.[Nd] neodymium butyl (2-ethylhexyl)phosphinate